C(C1=CC(O)=C(O)C(O)=C1)(=O)[C@@]([C@]([C@@]([C@@](C(=O)C(C1=CC(O)=C(O)C(O)=C1)=O)(O)C(C1=CC(O)=C(O)C(O)=C1)=O)(O)C(C1=CC(O)=C(O)C(O)=C1)=O)(O)C(C1=CC(O)=C(O)C(O)=C1)=O)(O)CO pentagalloyl-mannose